Cl.C1(CC1)CN(CCCSC(N)=N)C 2-[3-[cyclopropylmethyl-(methyl)amino]propyl]isothiourea hydrochloride